(R)-3-[2-[3-(4-aminopyrimidino[5,4-d]pyrimidin-6-yl)phenyl]ethynyl]-3-hydroxy-1-methyl-pyrrolidin-2-one NC=1C2=C(N=CN1)C=NC(=N2)C=2C=C(C=CC2)C#C[C@]2(C(N(CC2)C)=O)O